C1(=CC=CC=C1)[C@H]1NOCCC1 (S)-3-phenyl-1,2-oxazinane